β-naphthalenesulfonate C1=C(C=CC2=CC=CC=C12)S(=O)(=O)[O-]